C(C)(C)C=1C=C(C(=O)O)C=C(C1O)C(C)C 3,5-Diisopropyl-4-hydroxybenzoic acid